N-(5-amino-4-fluoro-2-methoxyphenyl)-N-(phenylsulfonyl)carbamic acid tert-butyl ester C(C)(C)(C)OC(N(S(=O)(=O)C1=CC=CC=C1)C1=C(C=C(C(=C1)N)F)OC)=O